Cl.NC(CCCCB(O)O)C1=NN=NN1CC1CCN(CC1)CC1=CC=C(C=C1)Cl (5-amino-5-(1-((1-(4-chlorobenzyl)piperidin-4-yl)methyl)-1H-tetrazol-5-yl)pentyl)boronic acid hydrochloride